FC=1C=C(C=CC1)[C@@H]1N(OCC1)C1=CC(=NC=N1)NC1=C(C=C(C=C1)N1CCC(CC1)N1CCN(CC1)C)OC (R)-6-(3-(3-fluorophenyl)isoxazolidin-2-yl)-N-(2-methoxy-4-(4-(4-methylpiperazin-1-yl)piperidin-1-yl)phenyl)pyrimidin-4-amine